R-(-)-3-hydroxybutyric acid heptyl ester C(CCCCCC)OC(C[C@@H](C)O)=O